N-(2-(5-fluoro-1H-indol-3-yl)ethyl)-N-isopropylpropan-2-amine FC=1C=C2C(=CNC2=CC1)CCN(C(C)C)C(C)C